C(C=C)(=O)OC(C(C(C(C(C(C(CC(C(F)(F)F)C(F)(F)F)F)(F)F)(F)F)(F)F)(F)F)(F)F)(F)F Hexadecafluoro-9-(trifluoromethyl)decyl acrylate